C(C)(C)(C)OC(=O)C1=NN(C(=C1B(O)O)C([2H])([2H])[2H])C (3-(tert-butoxycarbonyl)-1-methyl-5-(methyl-d3)-1H-pyrazol-4-yl)boronic acid